2-((6-(2-(4-chloro-2-fluorophenyl)-2-methylbenzo[d][1,3]dioxol-4-yl)-2-methoxypyridin-3-yl)methyl)-1-(2-methoxyethyl)-1H-benzo[d]imidazole-6-carboxylic acid ClC1=CC(=C(C=C1)C1(OC2=C(O1)C=CC=C2C2=CC=C(C(=N2)OC)CC2=NC1=C(N2CCOC)C=C(C=C1)C(=O)O)C)F